1-(1-Methyl-3-(piperidin-4-yl)-1H-indol-6-yl)dihydropyrimidine-2,4(1H,3H)-dione CN1C=C(C2=CC=C(C=C12)N1C(NC(CC1)=O)=O)C1CCNCC1